(R)-1-(5-cyano-4-methoxypyridin-2-yl)-4-((3-(4-methyl-1-oxo-1,3-dihydroisobenzofuran-5-yl)piperazin-1-yl)methyl)-1H-pyrazole-3-carboxamide C(#N)C=1C(=CC(=NC1)N1N=C(C(=C1)CN1C[C@H](NCC1)C=1C(=C2COC(C2=CC1)=O)C)C(=O)N)OC